2-imino-2,3,4,5,6,7-hexahydrobenzothiazole N=C1SC2=C(N1)CCCC2